(2'R*,9R*)-2-bromo-2',3',3',7'-tetramethyl-2',3'-dihydrospiro[fluorene-9,1'-indene] BrC1=CC2=C(C=C1)C1=CC=CC=C1[C@]21[C@@H](C(C2=CC=CC(=C12)C)(C)C)C |o1:13,14|